(8-Cyclopropylimidazo[1,2-a]pyridin-2-yl)methylamine acetate C(C)(=O)O.C1(CC1)C=1C=2N(C=CC1)C=C(N2)CN